NC=1C(NC=C(N1)[C@H]1CN(CCC1)[C@H](C(=O)NC1=NC=C(C=C1)Cl)C)=O (S)-2-((R)-3-(6-amino-5-oxo-4,5-dihydropyrazin-2-yl)piperidin-1-yl)-N-(5-chloropyridin-2-yl)propanamide